O=C1N(C[C@@H](C1)CCC)[C@H](C(=O)N)CC (S)-2-((R)-2-oxo-4-propylpyrrolin-1-yl)butanamide